1-((1S,4S)-5-(4-((2,3-difluoro-4-methylphenyl)amino)pyrido[3,2-d]pyrimidin-6-yl)-2,5-diazabicyclo[2.2.1]heptan-2-yl)prop-2-en-1-one FC1=C(C=CC(=C1F)C)NC=1C2=C(N=CN1)C=CC(=N2)N2[C@@H]1CN([C@H](C2)C1)C(C=C)=O